BrC=1SC=C2C1N=CN(C2=O)CC2(CCN(CC2)C(CC(C(F)F)N2N=C(C=C2)F)=O)O 7-bromo-3-((1-(4,4-difluoro-3-(3-fluoro-1H-pyrazol-1-yl)butanoyl)-4-hydroxypiperidin-4-yl)methyl)thieno[3,4-d]pyrimidin-4(3H)-one